ClC=1C(=C(C(=CC1)F)C1=C(C(=NN(C1=O)C)C)OC(C(C)C)=O)\C=C\C=1C=C2C=CC(=NC2=CC1)C.C[Si](OCC)(OCC)OCC methyltriethoxysilane [5-[3-Chloro-6-fluoro-2-[(E)-2-(2-methyl-6-quinolyl)vinyl]phenyl]-1,3-dimethyl-6-oxo-pyridazin-4-yl]2-methylpropanoate